OC1=CC(=CC=2C(C3=CC=C(C=C3C(C12)=O)O)=O)O 1,3,7-trihydroxyanthraquinone